O=C1N(C(=NC2=CC=CC(=C12)CCCCCCCCN[C@@H]1[C@@]2(CC[C@H](C1)C2(C)C)C)C(F)(F)F)[C@@H]2C(NC(CC2)=O)=O (S)-3-(4-oxo-2-(trifluoromethyl)-5-(8-(((1R,2S,4R)-1,7,7-trimethylbicyclo[2.2.1]Heptane-2-yl)amino)octyl)quinazolin-3(4H)-yl)piperidine-2,6-dione